C(=O)C=1C=CC(=NC1)NC(C)=O N-(5-formyl-2-pyridyl)acetamide